C=CCC(C=CC)=O 4-heptadienal